O1C(=CC=C1C(=O)[O-])C(=O)OCCCCC amyl 2,5-furandicarboxylate